ClC1=NC2=C(C=CC=C2C=C1C=O)C(=O)N 2-CHLORO-3-FORMYL-QUINOLINE-8-CARBOXYLIC ACID AMIDE